3-(2,3-epoxypropoxy)propylmethyldiethoxysilane potassium nitrite salt N(=O)[O-].[K+].C(C1CO1)OCCC[Si](OCC)(OCC)C